{1-[3-chloro-6-(3-cyano-5-fluoro-2-methoxymethyloxy-phenyl)-quinolin-4-yl]-azetidin-3-ylmethyl}-carbamic acid tert-butyl ester C(C)(C)(C)OC(NCC1CN(C1)C1=C(C=NC2=CC=C(C=C12)C1=C(C(=CC(=C1)F)C#N)OCOC)Cl)=O